NCC(CNS(=O)(=O)C1=NC=CC=C1)=O amino-3-(2-pyridylsulfonyl)amino-2-propanone